2-(2-(3,5-difluorophenyl)thiazol-4-yl)ethan-1-ol tetrapotassium carbonylbisphosphonate C(=O)(P([O-])([O-])=O)P([O-])([O-])=O.[K+].[K+].[K+].[K+].FC=1C=C(C=C(C1)F)C=1SC=C(N1)CCO